1-(4-(5-(5-methyl-1H-indazol-4-yl)-1H-indol-1-yl)piperidin-1-yl)prop-2-en-1-one CC=1C(=C2C=NNC2=CC1)C=1C=C2C=CN(C2=CC1)C1CCN(CC1)C(C=C)=O